CC1CC(C(C2=CC=CC=C12)=O)C(C1=CC=CC=C1)=O 4-methyl-2-benzoyl-1-tetralone